C1(CC1)N1N=CC(=C1)CCN 2-(1-Cyclopropyl-1H-pyrazol-4-yl)-ethylamine